({4-[2-((1S)-3,6-diazabicyclo[4.3.0]non-3-yl)-2-oxoethyl]phenyl}amino)-N-[(4-methoxyphenyl)methyl]carboxamide [C@@H]12CN(CCN2CCC1)C(CC1=CC=C(C=C1)NC(=O)NCC1=CC=C(C=C1)OC)=O